bis(3-mercaptobutyryloxy)ethane SC(CC(=O)OC(C)OC(CC(C)S)=O)C